C(C1=CC=CC=C1)OC(=O)N1CC2=C(CC1)OC(=N2)C2=CC(=NC=C2)C(=O)O 4-(5-((benzyloxy)carbonyl)-4,5,6,7-tetrahydrooxazolo[4,5-c]pyridin-2-yl)picolinic acid